BrC=1SC(=C(N1)C)C(=O)N[C@H](C(=O)NC=1C(N(C=CC1)CC(=O)NC1C2CC3CC(CC1C3)C2)=O)CCC(C(=O)NC)=O (S)-2-(2-bromo-4-methylthiazole-5-carboxamido)-N1-(1-(2-(2-adamantylamino)-2-oxoethyl)-2-oxo-1,2-dihydropyridin-3-yl)-N6-methyl-5-oxohexanediamide